COC1=C(C=CC(=C1)O)CCCC1=C(C=CC(=C1)OC)O 1-(2-methoxy-4-hydroxyphenyl)-3-(2'-hydroxy-5'-methoxyphenyl)-propane